methyl trans-1-(picolinamido)-3-(trifluoromethyl)cyclohexane-1-carboxylate N1=C(C=CC=C1)C(=O)N[C@@]1(C[C@H](CCC1)C(F)(F)F)C(=O)OC